COC1=C2N=CN(C2=NC=N1)C(CCO)CCCC 3-(6-Methoxy-9H-purin-9-yl)heptan-1-ol